difluoromethyl-triphenyl-phosphonium iodide salt [I-].FC(F)[P+](C1=CC=CC=C1)(C1=CC=CC=C1)C1=CC=CC=C1